Cl.CN(C(N)=O)C 3,3-dimethylurea hydrochloride